2-methyl-isoindolin-1-one CN1C(C2=CC=CC=C2C1)=O